C(C)(C)(C)OC(N(C(=O)OC(C)(C)C)C1=C(C(=CC=C1)N)C)=O N-(3-amino-2-methyl-phenyl)-N-tert-butoxycarbonyl-carbamic acid tert-butyl ester